tert-butyl 4-(5-(7-cyano-1H-indol-3-yl)-3-methylpyrazin-2-yloxy)-2-methylpyrrolidine-1-carboxylate C(#N)C=1C=CC=C2C(=CNC12)C=1N=C(C(=NC1)OC1CC(N(C1)C(=O)OC(C)(C)C)C)C